NCCC[NH+](C)C (3-aminopropyl)dimethyl-ammonium